1-fluoro-N-[(5R,6S)-5-[(2'-fluoro[1,1'-biphenyl]-3-yl)methyl]-4-oxo-3-(propan-2-yl)-3,4,5,6,7,8-hexahydroquinazolin-6-yl]methanesulfonamide FCS(=O)(=O)N[C@@H]1[C@@H](C=2C(N(C=NC2CC1)C(C)C)=O)CC=1C=C(C=CC1)C1=C(C=CC=C1)F